tert-Butyl-3-(2-((12-methoxy-12-oxododecyl)(tetradecyl)amino)ethyl)pyrrolidine-1-carboxylate C(C)(C)(C)OC(=O)N1CC(CC1)CCN(CCCCCCCCCCCCCC)CCCCCCCCCCCC(=O)OC